C(C)OC1=C(C=CC=C1)[Bi](C1=C(C=CC=C1)OCC)C1=C(C=CC=C1)OCC tri-(ethoxyphenyl)bismuth